C(C(O)C)(=S)[O-].[Fe+2].C(C(O)C)(=S)[O-] iron thiolactate